NC1=CC2=C(CN(O2)C2=CC=C(C=C2)N)C=C1 6-amino-2-(p-aminophenyl)benzoxazoleN